(2S,6S,7S,E)-2-((2S,3S,5R,6R)-3,5-bis((tert-butyldimethylsilyl)oxy)-6-(hydroxymethyl)tetrahydro-2H-pyran-2-yl)-9-iodo-7-((4-methoxybenzyl)oxy)-6-methylnon-8-en-4-one [Si](C)(C)(C(C)(C)C)O[C@@H]1[C@@H](O[C@@H]([C@@H](C1)O[Si](C)(C)C(C)(C)C)CO)[C@@H](C)CC(C[C@@H]([C@@H](\C=C\I)OCC1=CC=C(C=C1)OC)C)=O